N1C=CC2=CC=C(C=C12)C1=C(C(=O)O)C=CC=C1C#CC=1C=C2C=CN(C2=CC1)CC1CCN(CC1)S(=O)(=O)C 2-(1H-Indol-6-yl)-3-[1-(1-methanesulfonyl-piperidin-4-ylmethyl)-1H-indol-5-ylethynyl]-benzoic Acid